tri(m-chlorophenyl)-phosphine ClC=1C=C(C=CC1)P(C1=CC(=CC=C1)Cl)C1=CC(=CC=C1)Cl